tert-butyl 2-[1-[7-[1-(2,6-dioxo-3-piperidyl)-3-methyl-2-oxo-benzimidazol-4-yl]hept-6-ynyl]pyrazol-4-yl]acetate O=C1NC(CCC1N1C(N(C2=C1C=CC=C2C#CCCCCCN2N=CC(=C2)CC(=O)OC(C)(C)C)C)=O)=O